C(C)C1NC2=C(OCC1)C(=NC(=N2)N)N2C[C@@H]1NCCC[C@@H]1C2 8-ethyl-4-[(4aR,7aR)-octahydro-6H-pyrrolo[3,4-b]pyridin-6-yl]-6,7,8,9-tetrahydropyrimido[5,4-b][1,4]oxazepin-2-amine